NC1=C(C(=NN1C1(CC1)C)C1=C(C=C(C=C1)C(C)C(NC1=CC(=NO1)C12CC(C1)(C2)C(F)(F)F)=O)F)C(=O)N 5-Amino-3-[2-fluoro-4-[1-([3-[3-(trifluoromethyl)bicyclo[1.1.1]pentan-1-yl]-1,2-oxazol-5-yl]carbamoyl)ethyl]phenyl]-1-(1-methylcyclopropyl)pyrazole-4-carboxamide